3-(5-(3-(4-(4-((3r,5r,7r)-adamantan-1-yl)benzyl)piperazin-1-yl)prop-1-yn-1-yl)-2-methyl-4-oxoquinazolin-3(4H)-yl)piperidine-2,6-dione C12(CC3CC(CC(C1)C3)C2)C2=CC=C(CN3CCN(CC3)CC#CC3=C1C(N(C(=NC1=CC=C3)C)C3C(NC(CC3)=O)=O)=O)C=C2